N1N=CC(=C1)C=1C=C2C(=NC=NN2C1)C1=CC(=C(CNC(OC(C)(C)C)=O)C=C1)C tert-butyl (4-(6-(1H-pyrazol-4-yl)pyrrolo[2,1-f][1,2,4]triazin-4-yl)-2-methylbenzyl)carbamate